C(CCC=CCC\C=C/CCC)O (8Z)-dodecane-4,8-dien-1-ol